NC1=NC(N(C=C1F)[C@@H]1O[C@]([C@H]([C@@H]1F)O[Si](C)(C)C(C)(C)C)(CCl)CO[Si](C)(C)C(C)(C)C)=O 4-amino-1-[(2R,3S,4R,5R)-4-[(tert-butyldimethylsilyl)oxy]-5-{[(tert-butyldimethylsilyl)oxy]methyl}-5-(chloromethyl)-3-fluorooxolan-2-yl]-5-fluoropyrimidin-2-one